ClC=1C(=CC=C2C=CC=C(C12)C1=NC=C2C(=CC=NC2=C1F)N1CCN(CC1)C(=O)OCCCC)F butyl 4-(7-(8-chloro-7-fluoronaphthalen-1-yl)-8-fluoro-1,6-naphthyridin-4-yl)piperazine-1-carboxylate